Cl.O=C1NC2=C(S(C3=C1C=CC=C3)(=O)=O)C=CC(=C2)C(=O)NCC2=CN=C(S2)C=2C=NC(=CC2)N2CCNCC2 11-oxo-N-((2-(6-(piperazin-1-yl)pyridin-3-yl)thiazol-5-yl)methyl)-10,11-dihydrodibenzo[b,f][1,4]thiazepine-8-carboxamide 5,5-dioxide hydrochloride